BrC=1C=C(N(CC2=CC=C(C=C2)OC)CC2=CC=C(C=C2)OC)C=C(C1I)C 3-bromo-4-iodo-N,N-bis[(4-methoxyphenyl)methyl]-5-methylaniline